4-benzylidene-5-methyl-2-(4-phenylthiazole-2-yl)-pyrazole C(C1=CC=CC=C1)=C1CN(N=C1C)C=1SC=C(N1)C1=CC=CC=C1